1-bromo-3-(4-nitrophenyl)imidazo[1,5-c]pyrimidin-5-amine BrC=1N=C(N2C(=NC=CC21)N)C2=CC=C(C=C2)[N+](=O)[O-]